N=1C=NN2C=NC(=CC21)OC2=C(C=C(C=C2)NC2=NC=NC1=CC=C(C(=C21)N2[C@@H]1CCN([C@@H]1C2)C)O[C@@H]2COCC2)C N-(4-([1,2,4]triazolo[1,5-c]pyrimidin-7-yloxy)-3-methylphenyl)-5-((1R,5R)-2-methyl-2,6-diazabicyclo[3.2.0]heptan-6-yl)-6-(((S)-tetrahydrofuran-3-yl)oxy)quinazolin-4-amine